The molecule is a member of the class of benzamides obtained by the formal condensation of the amino group of 4-nitroanthranilic acid with the carboxy group of benzoic acid. It is a nitrobenzoic acid and a member of benzamides. It derives from a 4-nitroanthranilic acid and a benzoic acid. C1=CC=C(C=C1)C(=O)NC2=C(C=CC(=C2)[N+](=O)[O-])C(=O)O